NC1=C(C=2C(=NC=C(C2S1)F)C=1C2=C(C=3C=NC(=NC3C1F)N1C[C@H](CC1)N(CC(=O)NC)C)COC2)C#N 2-(((3S)-1-(6-(2-Amino-3-cyano-7-fluorothieno[3,2-c]pyridin-4-yl)-5-fluoro-7,9-dihydrofuro[3,4-f]quinazolin-3-yl)pyrrolidin-3-yl)(methyl)amino)-N-methylacetamide